Cl.C(C)(C)(C)N[C@@H](CC(=O)O)C(=O)O tert-butyl-L-aspartic acid hydrochloride